bis(4-cyanatophenyl)methane O(C#N)C1=CC=C(C=C1)CC1=CC=C(C=C1)OC#N